tert-butyl 5-benzyl-1-hydroxyhexahydropyrrolo[3,4-c]pyrrole-2(1H)-carboxylate C(C1=CC=CC=C1)N1CC2C(C1)CN(C2O)C(=O)OC(C)(C)C